methyl 3-(cyclopropylmethoxy)-4-nitrobenzoate C1(CC1)COC=1C=C(C(=O)OC)C=CC1[N+](=O)[O-]